COC(=O)C1=CC2=C(N=C(N2)OC2=C(C=C(C=C2)Br)F)C=C1 (4-bromo-2-fluoro-phenoxy)-3H-benzimidazole-5-carboxylic acid methyl ester